C(#N)C1(CC1)C1=C(C(=CC(=C1)F)F)C=1C=CC(=NC1)[C@H](CO)NC(=O)NC=1N=C(SC1)C#C (R)-1-(1-(5-(2-(1-Cyanocyclopropyl)-4,6-difluorophenyl)pyridin-2-yl)-2-hydroxyethyl)-3-(2-ethynylthiazol-4-yl)urea